FC1(C2=CC=CC=C2C=2C=C(C=CC12)C(=O)NCC(=O)N1[C@@H](C[C@@](C1)(COCCCCCCCC(=O)OC)F)C(=O)O)F (2S,4R)-1-((9,9-difluoro-9H-fluorene-3-carbonyl)glycyl)-4-fluoro-4-(((8-methoxy-8-oxooctyl)oxy)methyl)pyrrolidine-2-carboxylic acid